S(N)(=O)(=O)C=1C=C(C=CC1)NC(=O)C=1C=C2C(=NC1)C=CCCC2 N-(3-sulfamoylphenyl)-6,7-dihydro-5H-cyclohepta[b]Pyridine-3-carboxamide